C[N@@+]1([C@@H](CCC1)C=1C=NC=CC1)[O-] (1R,2S)-1-methyl-2-(pyridine-3-yl)pyrrolidine-1-oxide